1-((3-(cyclobutylamino)propyl)amino)-3-(3,6-difluoro-9H-carbazol-9-yl)-2-methylpropan-2-ol C1(CCC1)NCCCNCC(CN1C2=CC=C(C=C2C=2C=C(C=CC12)F)F)(O)C